COC([C@H](C[C@H]1C(NC(C1)(C)C)=O)NC([C@H](CC1CC1)NC(=O)C=1NC2=C(C=C(C(=C2C1)OC)Cl)F)=O)=O (S)-methyl-2-((S)-2-(5-chloro-7-fluoro-4-methoxy-1H-indole-2-carboxamido)-3-cyclopropylpropanamido)-3-((R)-5,5-dimethyl-2-oxopyrrolidin-3-yl)propanoate